4-(8-(((5,6-dichloro-1H-benzo[d]imidazol-2-yl)methyl)amino)-6-morpholinoimidazo[1,2-b]pyridazin-3-yl)thiophene-2-carbonitrile ClC1=CC2=C(NC(=N2)CNC=2C=3N(N=C(C2)N2CCOCC2)C(=CN3)C=3C=C(SC3)C#N)C=C1Cl